N-[4-[4-(3,5-dichlorophenyl)piperazin-1-yl]sulfonylphenyl]-2-[methyl(methylsulfonyl)amino]-5-vinyl-benzamide ClC=1C=C(C=C(C1)Cl)N1CCN(CC1)S(=O)(=O)C1=CC=C(C=C1)NC(C1=C(C=CC(=C1)C=C)N(S(=O)(=O)C)C)=O